C(C)C=1C(=CC=C2C=C(C=C(C12)C1=C(C=2N=C(N=C(C2C=N1)N1CCC(CCCC1)C(=O)O)OC[C@]12CCCN2C\C(\C1)=C/F)F)O)F 1-(7-(8-ethyl-7-fluoro-3-hydroxynaphthalen-1-yl)-8-fluoro-2-(((S,Z)-2-(fluoromethylene)tetrahydro-1H-pyrrolizin-7a(5H)-yl)methoxy)pyrido[4,3-d]pyrimidin-4-yl)azocane-4-carboxylic acid